C(C)C(CC(=O)OC)C=1C=NC=CC1 Methyl β-ethyl-3-pyridinepropanoate